1-butyl-3-vinylimidazole ammonium bromide [Br-].[NH4+].C(CCC)N1CN(C=C1)C=C